4-[[(3R,4R)-4-[4-hydroxy-4-[[7-(1-methylpyrazol-4-yl)-4-oxo-pyrrolo[2,1-f][1,2,4]triazin-3-yl]methyl]piperidine-1-carbonyl]-3-phenyl-1-piperidinyl]methyl]pyridine-2-carbonitrile OC1(CCN(CC1)C(=O)[C@H]1[C@@H](CN(CC1)CC1=CC(=NC=C1)C#N)C1=CC=CC=C1)CN1C=NN2C(C1=O)=CC=C2C=2C=NN(C2)C